NC1=C(C(=O)NC2=C(C=CC(=C2)C(C)(C)C2=CN=CS2)OC)C=CC(=N1)COC 2-amino-N-{2-methoxy-5-[2-(thiazol-5-yl)propan-2-yl]phenyl}-6-(methoxymethyl)nicotinamide